C(C)(C)[Si](OCCO)(C(C)C)C(C)C 2-((triisopropylsilyl)oxy)ethan-1-ol